3-[(4-methoxyphenyl)methoxy]-2-phenylpropan-1-ol COC1=CC=C(C=C1)COCC(CO)C1=CC=CC=C1